8-(phenylthio)octylacrylic acid C1(=CC=CC=C1)SCCCCCCCCC(C(=O)O)=C